{6-bromoimidazo[1,2-a]pyridine-2-yl}-4-methoxypyrrolidine trifluoroacetate FC(C(=O)O)(F)F.BrC=1C=CC=2N(C1)C=C(N2)N2CCC(C2)OC